chloral hydrate ClC(C(O)O)(Cl)Cl